1-((3R,5R,8R,9S,10S,13S,14S,17S)-3-hydroxy-3,10,13-trimethylhexadecahydro-1H-cyclopenta[a]phenanthren-17-yl)ethanone O[C@@]1(CC[C@@]2([C@H]3CC[C@@]4([C@H](CC[C@H]4[C@@H]3CC[C@@H]2C1)C(C)=O)C)C)C